C(#N)C=1C=C(C=CC1F)C(CN1[C@@H](CN(CC1)C(=O)OC(C)(C)C)CO)O tert-butyl (3S)-4-(2-(3-cyano-4-fluorophenyl)-2-hydroxyethyl)-3-(hydroxymethyl)piperazine-1-carboxylate